3,7-dimethyl-non-6-enal CC(CC=O)CCC=C(CC)C